C(=O)(OC(C)(C)C)C(CCN)N Boc-1,3-propanediamine